2-{[(1S)-1-(4-{1-[(1-acryloylazetidin-3-yl)(methyl)amino]-4,4-difluorocyclohexyl}phenyl)ethyl]amino}-8-(propan-2-yl)pyrido[2,3-d]pyrimidin-7(8H)-one C(C=C)(=O)N1CC(C1)N(C1(CCC(CC1)(F)F)C1=CC=C(C=C1)[C@H](C)NC=1N=CC2=C(N1)N(C(C=C2)=O)C(C)C)C